1-([1,1'-biphenyl]-4-ylmethyl)-1H-indol-5-amine C1(=CC=C(C=C1)CN1C=CC2=CC(=CC=C12)N)C1=CC=CC=C1